6-methyl-N-(6-(4-methylpiperazin-1-yl)pyridin-3-yl)quinoline-8-carboxamide CC=1C=C2C=CC=NC2=C(C1)C(=O)NC=1C=NC(=CC1)N1CCN(CC1)C